4-(5-Chloro-1H-indol-7-yl)morpholine ClC=1C=C2C=CNC2=C(C1)N1CCOCC1